triphenylsulfonium phenyl-sulfate C1(=CC=CC=C1)OS(=O)(=O)[O-].C1(=CC=CC=C1)[S+](C1=CC=CC=C1)C1=CC=CC=C1